Cl.NC1=CC=C(C=C1)CNC(OCC1=CC=CC=C1)=O benzyl N-[(4-aminophenyl)methyl]carbamate hydrochloride